isoquinoline-8-carboxylic acid C1=NC=CC2=CC=CC(=C12)C(=O)O